OC(CC(=O)N[C@@H](C(C)C)C(=O)O)C N-beta-hydroxybutyryl-valine